FC=1C=C2C(C(=CN(C2=CC1N1[C@H](CCC1)COC1=NC=CC=C1C)C1=CC(=C(C=C1)O)F)C(=O)O)=O (R)-6-fluoro-1-(3-fluoro-4-hydroxy-phenyl)-7-(2-(((3-methylpyridin-2-yl)oxy)methyl)pyrrolidin-1-yl)-4-oxo-1,4-dihydro-quinoline-3-carboxylic acid